CN1C(=NN=C1)CC1(COC1)C=1C=C(C=CC1)N1C(C2=CC(=CC(=C2C1)C(F)(F)F)C(CC)=O)=O 2-(3-(3-((4-methyl-4H-1,2,4-triazol-3-yl)methyl)oxetan-3-yl)phenyl)-6-propionyl-4-(trifluoromethyl)isoindolin-1-one